FC=C(F)F TriFluoroEthylene